N[C@@H](CC1=CC=CC=C1)C(=O)NN(C(=O)OC(C)(C)C)C[C@@H]1C(NCC1)=O tert-Butyl 2-(L-phenylalanyl)-1-(((R)-2-oxopyrrolidin-3-yl)methyl)hydrazine-1-carboxylate